2'-chloro-5'-methoxy-6-methyl-N-(5-((2-methyltetrahydrofuran-3-yl)oxy)-1,3,4-thiadiazol-2-yl)-(4,4'-bipyridine)-3-carboxamide ClC1=NC=C(C(=C1)C1=C(C=NC(=C1)C)C(=O)NC=1SC(=NN1)OC1C(OCC1)C)OC